ClC1=CC(=C(C(=O)NC2=CC(=CC=C2)C#N)C=C1)OC1=C(C=C(C=C1)F)C 4-chloro-N-(3-cyanophenyl)-2-(4-fluoro-2-Methylphenoxy)benzamide